CC=1C2=C(N=CN1)N(C(=C2)C2=CC=C(C=C2)NC(=O)C2=NC=CC(=C2)CN2C[C@@H](CCC2)NC(OC(C)(C)C)=O)COCC[Si](C)(C)C tert-butyl (R)-(1-((2-((4-(4-methyl-7-((2-(trimethylsilyl)ethoxy)methyl)-7H-pyrrolo[2,3-d]pyrimidin-6-yl)phenyl)carbamoyl)pyridin-4-yl)methyl)piperidin-3-yl)carbamate